3-(5-methoxypyridin-2-ylamino)benzoic acid COC=1C=CC(=NC1)NC=1C=C(C(=O)O)C=CC1